2-Methyl-5-(1-methylpyrazol-4-yl)benzenesulfonyl chloride CC1=C(C=C(C=C1)C=1C=NN(C1)C)S(=O)(=O)Cl